F[C@H]1[C@H](CNC1)C1N(CC(OC1C(=O)N)C)C1=C2C=CC=NC2=C(C=C1)C(F)(F)F [(3R,4S)-4-fluoropyrrolidin-3-yl]-6-methyl-4-[8-(trifluoromethyl)-5-quinolyl]morpholine-2-carboxamide